N1C=C(CC1)O (R)-pyrrolin-3-ol